F/C=C(\CN1C(C2=CC=CC=C2C1=O)=O)/CN1N=C2C(C(N(CC2)CCOC)=O)=C1 (E)-2-(3-fluoro-2-((5-(2-methoxyethyl)-4-oxo-4,5,6,7-tetrahydro-2H-pyrazolo[4,3-c]pyridin-2-yl)methyl)allyl)isoindoline-1,3-dione